[Si](C)(C)(C(C)(C)C)O[C@H]1[C@@H](O[C@@H]([C@H]1OCOC)CO[Si](C)(C)C(C)(C)C)N1C(NC(C=C1)=O)=O 1-((2R,3R,4R,5R)-3-((tert-butyldimethylsilyl)oxy)-5-(((tert-butyldimethylsilyl)oxy)methyl)-4-(methoxymethoxy)tetrahydrofuran-2-yl)pyrimidine-2,4(1H,3H)-dione